N,N,6-trimethylpyrimidin-2-amine CN(C1=NC(=CC=N1)C)C